FC1(CN(CC1)C1=C(C(=O)NC=2SC(=C(N2)C)C)C=C(C=C1)S(N(C)C)(=O)=O)F 2-(3,3-difluoropyrrolidin-1-yl)-5-(N,N-dimethylsulfamoyl)-N-(4,5-dimethylthiazol-2-yl)benzamide